1H-1,2,4-triazol-3-carboxylate N1N=C(N=C1)C(=O)[O-]